C(C=C)(=O)N1C[C@H](C[C@@H]1COC)N1N=C(C(=C1NC)C(=O)N)C#CC1=CC2=C(N(C(=N2)C)CC)C=C1Cl 1-((3S,5R)-1-acryloyl-5-(methoxymethyl)pyrrolidin-3-yl)-3-((6-chloro-1-ethyl-2-methyl-1H-benzo[d]imidazol-5-yl)ethynyl)-5-(methylamino)-1H-pyrazole-4-carboxamide